(((2-bromo-4-(trifluoromethyl)phenyl)sulfonyl)difluoromethyl)piperidine BrC1=C(C=CC(=C1)C(F)(F)F)S(=O)(=O)C(F)(F)N1CCCCC1